1-(3,3-difluoropropyl)-1H-1,2,3-triazole-5-carboxylic acid FC(CCN1N=NC=C1C(=O)O)F